N1C=NC(=C1)COC1=C(C=CC(=C1)C)C=1C(=NNC1)C 4-(2-((1H-imidazol-4-yl)methoxy)-4-methylphenyl)-3-methyl-1H-pyrazole